C(C)(C)(C)OC(=O)N1C[C@@H]([C@H](CC1)CNC1=NC=2N(C(=C1)NCC1=CC=C(C=C1)C1=CC=CC=C1)N=CC2C#N)O (3R,4R)-4-(((7-(([1,1'-biphenyl]-4-ylmethyl)amino)-3-cyanopyrazolo[1,5-a]pyrimidin-5-yl)amino)methyl)-3-hydroxypiperidine-1-carboxylic acid tert-butyl ester